5,7-Dihydroxy-2-methyl-4H-benzo[d][1,3]dioxin-4-one OC1=CC(=CC=2OC(OC(C21)=O)C)O